C1(=CC=C(C=C1)C1(C(=O)O)CC=C(C=C1)N)C1=CC=C(C=C1)C1(C(=O)O)CC=C(C=C1)N [1,1'-biphenyl]-4,4'-diylbis(4-aminobenzoic acid)